CC=1C(=C(SC1)NC(CN1C(CCC2=CC=CC=C12)=O)=O)C(=O)N 4-Methyl-2-(2-(2-oxo-3,4-dihydroquinolin-1(2H)-yl)acetamido)thiophene-3-carboxamide